C(C)(C)(C)OC(=O)N1CCC(CC1)C1=NC(=NO1)C1=CC(=C(C=C1)OCC)OC 4-(3-(4-ethoxy-3-methoxyphenyl)-1,2,4-oxadiazol-5-yl)piperidine-1-carboxylic acid tert-butyl ester